C(CCCCCCCCCCCCC)OCC(=O)Cl 2-(tetradecyl-oxy)acetyl chloride